dihydroxyl-hydroxy-methylpropyl-tetraazacyclododecane-triacetic acid (butoxide) [O-]CCCC.OC1(N(N(N(N(C(CCCCCC1)(CC(=O)O)CC(=O)O)CC(=O)O)CCC)C)O)O